(E)-4-cyclopropoxy-6-(6-(2-(5-cyclopropyl-3-(2-(trifluoromethyl)-phenyl)isoxazol-4-yl)vinyl)-3-azabicyclo[3.1.0]hex-3-yl)quinoline-2-carboxamide C1(CC1)OC1=CC(=NC2=CC=C(C=C12)N1CC2C(C2C1)\C=C\C=1C(=NOC1C1CC1)C1=C(C=CC=C1)C(F)(F)F)C(=O)N